BrC=1C=C2C(=CC1)C(N(CC21CC1)CC(=O)NC1CC(C1)(O)C1CC1)=O 2-(6-Bromo-1-oxospiro[3H-isoquinoline-4,1'-cyclopropane]-2-yl)-N-(3-cyclopropyl-3-hydroxycyclobutyl)acetamide